C[C@@H]1C[C@@H](N(C1)C(=O)NC\C=C\S(=O)(=O)C)C1=CC=CC=C1 (2R,4R)-4-methyl-N-((E)-3-(methylsulfonyl)allyl)-2-phenylpyrrolidine-1-carboxamide